(S)-4-chloro-7-fluoro-N,N-dimethyl-6-(1-(2-methyl-3-(1H-pyrazol-1-yl)propanoyl)-1,2,5,6-tetrahydropyridin-3-yl)-1H-indole-2-carboxamide ClC1=C2C=C(NC2=C(C(=C1)C=1CN(CCC1)C([C@H](CN1N=CC=C1)C)=O)F)C(=O)N(C)C